7-methyl-N-[(3S)-5-methyl-4-oxo-2,3-dihydro-1,5-benzoxazepin-3-yl]-4,5,7,8-tetrahydro-1H-oxepino[4,5-c]pyrazole-3-carboxamide CC1OCCC2=C(NN=C2C(=O)N[C@H]2COC3=C(N(C2=O)C)C=CC=C3)C1